C1(=CC=CC2=CC=CC=C12)CCN[C@@H]1C(=C2CCC1CC2)C(=O)OCC ethyl (S)-3-(1-naphthylethylamino)-bicyclo[2.2.2]octene-2-carboxylate